7-fluoro-2-phenylimidazo[1,2-c]quinazolin-5-amine FC1=CC=CC=2C=3N(C(=NC12)N)C=C(N3)C3=CC=CC=C3